diethyl 3-hydroxycyclobutane-1,1-dicarboxylate OC1CC(C1)(C(=O)OCC)C(=O)OCC